2-(4-(4-hydroxy-3-isopropylbenzyl)-3,5-dimethylphenoxy)-N-(2-hydroxyphenyl)acetamide OC1=C(C=C(CC2=C(C=C(OCC(=O)NC3=C(C=CC=C3)O)C=C2C)C)C=C1)C(C)C